[N-](S(=O)(=O)C(F)(F)F)S(=O)(=O)C(F)(F)F.C(C)[N+]1(CCCC1)C 1-ethyl-1-methylpyrrolidinium bis(trifluoromethylsulfonyl)imide